3-(5-methylfuran-2-yl)-1-(4-(trifluoromethyl)benzyl)-1H-indazole CC1=CC=C(O1)C1=NN(C2=CC=CC=C12)CC1=CC=C(C=C1)C(F)(F)F